ClC1=C(C=CC=C1)C=CC=O 3-(2-chlorophenyl)-2-propen-1-one